O1C2=C(N(CC1)C(=O)C=1C=NC=C(C1)C1=CC=CC=C1)C=CC=C2 (2,3-dihydro-4H-benzo[b][1,4]oxazin-4-yl)(5-phenylpyridin-3-yl)methanone